diethyl-2-butyne-1,4-diol dicarbonate C(=O)(O)OC(=O)O.C(C)C(C#CC(O)CC)O